C12CC(CC2C1)OC1=C(C=C(C=C1F)NC(=O)C=1N=C(OC1CCC)N1CCCC1)F N-(4-(cis-bicyclo[3.1.0]hexane-3-yloxy)-3,5-difluorophenyl)-5-propyl-2-(pyrrolidin-1-yl)oxazole-4-carboxamide